FCC1=CC=C(C=C1)C=1C=C(C(N(N1)C=1C=NC=CC1)=O)C(=O)N[C@@H](C)C(C)(C)O 6-[4-(fluoromethyl)phenyl]-N-[(2S)-3-hydroxy-3-methylbut-2-yl]-3-oxo-2-(pyridin-3-yl)-2,3-dihydropyridazine-4-carboxamide